NC1=C2C(=NC=N1)N(N=C2C2=CC=C(C=C2)N)CC2CCC(CC2)=O 4-((4-Amino-3-(4-aminophenyl)-1H-pyrazolo[3,4-d]pyrimidin-1-yl)methyl)cyclohexanone